C(C)(C)(C)NC1CN(CC1)C=1N=NC(=CN1)C1=C(C=C(C=C1)C1=CC=2N(C=C1)N=NC2)O 2-{3-[3-(tert-butylamino)pyrrolidin-1-yl]-1,2,4-triazin-6-yl}-5-([1,2,3]triazolo[1,5-a]pyridin-5-yl)phenol